N1=C(C=C2N1C=CC=C2)C=O PYRAZOLO[1,5-A]PYRIDIN-2-CARBALDEHYDE